2-ethyl-N-{(S)-[4-fluoro-5-(tetrahydropyran-3-yl)-1H-benzimidazol-2-yl](4-methyl-cyclohexyl)methyl}pyrazole-3-carboxamide C(C)N1N=CC=C1C(=O)N[C@@H](C1CCC(CC1)C)C1=NC2=C(N1)C=CC(=C2F)C2COCCC2